5-(tert-butyl)-2-hydroxyisophthalaldehyde C(C)(C)(C)C=1C=C(C(=C(C=O)C1)O)C=O